C(CCCCCCCCCCCCCCCCC)(=O)OCCCCCCCCCCO octadecanoic acid, 10-hydroxydecyl ester